4-[(4-methylpiperazin-1-yl)methyl]-N-[4-methyl-3-[(4-pyridin-3-ylpyrimidin-2-yl)amino]phenyl]benzamide methanesulfonate CS(=O)(=O)O.CN1CCN(CC1)CC1=CC=C(C(=O)NC2=CC(=C(C=C2)C)NC2=NC=CC(=N2)C=2C=NC=CC2)C=C1